FC=1C=NC=C(C1OCC(=O)NC=1C=NN(C1)CC(=O)N(CCOC1=CC=C(C=C1)C)C)C(C)C 2-(4-(2-((3-fluoro-5-isopropylpyridin-4-yl)oxy)acetamido)-1H-pyrazol-1-yl)-N-methyl-N-(2-(p-tolyloxy)ethyl)acetamide